5-chloro-3-(4-mercaptophenyl)-2-methyl-quinazolin-4(3H)-one ClC1=C2C(N(C(=NC2=CC=C1)C)C1=CC=C(C=C1)S)=O